C[C@H]1NCC[C@H]1C1=CC=CC=C1 |o1:1,5| rel-(2R,3S)-2-methyl-3-phenylpyrrolidine